2-(5-chloro-3,3-dimethyl-2-methylindoline-1-yl)ethanol ClC=1C=C2C(C(N(C2=CC1)CCO)C)(C)C